C(C)OC(=O)C1=C(N=C(S1)C1=CC2=C(S1)C(=CC(=C2)C2COC2)C#N)C 2-(7-cyano-5-(oxetan-3-yl)benzo[b]thiophen-2-yl)-4-methylthiazole-5-carboxylic acid ethyl ester